tert-butyl 3-(4-(2-((phenylmethyl)sulfonamido)-4-(4-(4-((6-(trifluoromethyl)pyridin-3-yl)oxy)-phenyl)piperidine-1-carbonyl)phenyl)piperazin-1-yl)propanoate C1(=CC=CC=C1)CS(=O)(=O)NC1=C(C=CC(=C1)C(=O)N1CCC(CC1)C1=CC=C(C=C1)OC=1C=NC(=CC1)C(F)(F)F)N1CCN(CC1)CCC(=O)OC(C)(C)C